(R and S)-N-((R)-((S)-7-(1-methyl-1H-pyrazol-4-yl)-2,3-dihydro-1H-pyrido[2,3-b][1,4]oxazin-3-yl)(phenyl)methyl)-2-(tetrahydro-2H-pyran-4-yl)propan-1-amine CN1N=CC(=C1)C1=CC2=C(O[C@@H](CN2)[C@H](NC[C@H](C)C2CCOCC2)C2=CC=CC=C2)N=C1 |&1:17|